BrC1=CC(=NN1COCC[Si](C)(C)C)C#C[Si](C)(C)C 2-[5-Bromo-1-(2-trimethylsilylethoxymethyl)pyrazol-3-yl]ethynyltrimethylsilane